C(C)(C)(C)OC(=O)N[C@@H](C(=O)[O-])[C@@H](C)C1=CC(=C(C=C1)NC([C@H](C1CCC(CC1)C)NC(=O)C1=CC=NN1CC)=O)F.[Li+] Lithium (1+) (2R,3S)-2-{[(tert-butoxy)carbonyl]amino}-3-{4-[(2S)-2-[(1-ethyl-1H-pyrazol-5-yl)formamido]-2-[(1r,4S)-4-methylcyclohexyl]acetamido]-3-fluorophenyl}butanoate